N1C(=CC=2C1=NC=CC2)N pyrrolo[2,3-b]pyridin-2-amine